C[C@H]1N([C@@H](COC1)C)C=1C=CC(=NC1)NC1=CC(=NC=2C=CNC(C12)=O)C1=C(C=C(C=C1)NC(=O)C1CCCCC1)F N-[4-[4-[[5-[(3R,5R)-3,5-dimethyl-morpholin-4-yl]-2-pyridyl]amino]-5-oxo-6H-1,6-naphthyridin-2-yl]-3-fluoro-phenyl]cyclohexane-carboxamide